(S)-N-(2-Chloro-3-(3'-chloro-6-methoxy-5-((((5-oxopyrrolidin-2-yl)methyl)amino)methyl)-[2,4'-bipyridin]-2'-yl)phenyl)-5-((4-hydroxypiperidin-1-yl)methyl)-4-methoxypicolinamide ClC1=C(C=CC=C1C1=NC=CC(=C1Cl)C1=NC(=C(C=C1)CNC[C@H]1NC(CC1)=O)OC)NC(C1=NC=C(C(=C1)OC)CN1CCC(CC1)O)=O